Cl.FC(OC1=CC=C(C=C1)N1CCNCC1)(F)F 1-(4-(trifluoromethoxy)phenyl)piperazine hydrochloride